C1=C(C=C(C=2C(C3=CC=CC=C3C(C12)=O)=O)C(=O)O)C(=O)O 4-anthraquinonedicarboxylic acid